BrC1=C(C=C2C(=NC(=NC2=C1F)OC[C@]1(C(C1)(F)F)CO[Si](C)(C)C(C)(C)C)N1CCOCCC1)Cl (S)-4-(7-bromo-2-((1-(((tert-butyldimethylsilyl)oxy)methyl)-2,2-difluorocyclopropyl)methoxy)-6-chloro-8-fluoroquinazolin-4-yl)-1,4-oxazepane